FC(OC1(CC=CC=2C(N([C@H]3C=4N([C@@H](C21)C3)C3=C(N4)C=CC=C3)C([2H])([2H])[2H])=O)C3=CC=C(C=C3)[C@@](C)(O)P(=O)(C)C)F |o1:34| (7R,14R)-1-(difluoromethoxy)-1-(4-((S or R)-1-(dimethylphosphoryl)-1-hydroxyethyl)phenyl)-6-(methyl-d3)-6,7-dihydro-7,14-methanobenzo[f]benzo[4,5]imidazo[1,2-a][1,4]diazocin-5(14H)-one